C(C)(C)(C)OC(=O)N1C[C@H](CC1)N1N=C(C(=C1NCCOC)C(N)=O)Br (3S)-3-[3-bromo-4-carbamoyl-5-[(2-methoxyethyl)amino]pyrazol-1-yl]pyrrolidine-1-carboxylic acid tert-butyl ester